ClC1=CC=C(CC(C(=O)OCC)C(C)=O)C=C1 ethyl 2-(4-chlorobenzyl)-3-oxobutyrate